(2R)-2-{3-[5-cyclopropyl-3-(trifluoromethyl)isoxazol-4-yl]-1,2,4-oxadiazol-5-yl}-1,1-difluoro-6-azaspiro[2.5]octane-6-sulfonamide C1(CC1)C1=C(C(=NO1)C(F)(F)F)C1=NOC(=N1)[C@@H]1C(C12CCN(CC2)S(=O)(=O)N)(F)F